propyltris(trimethylsiloxy)-silan C(CC)[Si](O[Si](C)(C)C)(O[Si](C)(C)C)O[Si](C)(C)C